(4-{N-[2-hydroxy-2-(3,4-dihydroxyphenyl)ethyl]amino}butyl)phenolate OC(CNCCCCC1=C(C=CC=C1)[O-])C1=CC(=C(C=C1)O)O